5-nonyl-1,2-oxazole C(CCCCCCCC)C1=CC=NO1